P(=O)(O)(O)O.CC=1N=CSC1CCO 4-methyl-5-(2-hydroxyethyl)-thiazole phosphate